(+-)-2-(4-CHLORO-2-METHYLPHENOXY)PROPIONIC ACID ClC1=CC(=C(O[C@@H](C(=O)O)C)C=C1)C |r|